methyl (R)-4-(3-(4-amino-(4-phenoxyphenyl)-1H-pyrazolo[3,4-d]pyrimidin-1-yl)piperidin-1-carbonyl)piperidin-1-formate NC1=C2C(=NC=N1)N(N=C2C2=CC=C(C=C2)OC2=CC=CC=C2)[C@H]2CN(CCC2)C(=O)C2CCN(CC2)C(=O)OC